[Cl-].[Cl-].C(CC1=CC=CC=C1)C(CCC1=CC=CC=C1)=[Zr+2](C1=C(C(=CC=2C3=CC(=C(C=C3CC12)C1=CC=CC=C1)C(C)(C)C)C(C)(C)C)C1=CC=CC=C1)C1C=CC=C1 diphenethylmethylene(cyclopentadienyl)(2,7-diphenyl-3,6-di-tert-butylfluorenyl)zirconium dichloride